C(#N)C1=CC(=C(C(=C1)CC(C)C)N1C(=NC2=C1C1=CC=CC=C1C=C2)C2=CC=CC=C2)CC(C)C 1-(4-cyano-2,6-diisobutylphenyl)-2-phenyl-1H-naphtho[1,2-d]imidazole